N1=C(C=CC2=CC=CC=C12)[N+]1=CN(C=C1)C1=CC=C(C=C1)OC(F)(F)F 3-(Quinolin-2-yl)-1-(4-(trifluoromethoxy)phenyl)-1H-imidazol-3-ium